FC(C(=O)O)(F)F.C(C)OC(CCCCC)=O hexanoic acid ethyl ester trifluoroacetate